N1CCC(CC1)C=1N=C2N(C=CC=C2)C1 (piperidin-4-yl)imidazo[1,2-a]pyridine